FC=1C=NC=C(C1S(=O)(=O)F)OC 3-fluoro-4-(fluorosulfonyl)-5-methoxypyridine